C1(C=2C(C(N1CC1C3=C(CC4=C(N1)C=CC=C4)C=CC=C3)=O)=CC=CC2)=O 6-(phthalimidomethyl)-6,11-dihydro-5H-dibenzo[b,e]azepine